BrC1=CC=C(C(=N1)NC(CCC)=O)CO N-(6-bromo-3-(hydroxymethyl)pyridin-2-yl)butanamide